methyl 5-(phenyl-d5)-1-(pyridin-3-ylsulfonyl)-1H-pyrrole-3-carboxylate C1(=C(C(=C(C(=C1[2H])[2H])[2H])[2H])[2H])C1=CC(=CN1S(=O)(=O)C=1C=NC=CC1)C(=O)OC